C(#C)C1=CC(=C(C(=N1)F)C1=C(C2=C(N=CN=C2C)N1C)C1=CC(=C(C=C1)OC1=NC=CC(=N1)C)F)C 6-(6-ethynyl-2-fluoro-4-methylpyridin-3-yl)-5-(3-fluoro-4-((4-methylpyrimidin-2-yl)oxy)phenyl)-4,7-dimethyl-7H-pyrrolo[2,3-d]pyrimidine